COC(=O)N[C@H](C(=O)N1[C@@H](CC2(CC2)CC1)C(=O)OC)C(C)(C)C Methyl (S)-6-((S)-2-((methoxycarbonyl)amino)-3,3-dimethylbutanoyl)-6-azaspiro[2.5]octane-5-carboxylate